[Si](C)(C)(C(C)(C)C)OCC=1C=C2C(=NC=NN2C1)C=1C=C(C=C2C=CN(C12)C[C@@H]1CN(CCO1)C(=O)OC(C)(C)C)Cl tert-butyl (R)-2-((7-(6-(((tert-butyldimethylsilyl)oxy)methyl)pyrrolo[2,1-f][1,2,4]triazin-4-yl)-5-chloro-1H-indol-1-yl)methyl)morpholine-4-carboxylate